ClC=1C=C2C(C(=CN(C2=CC1N1[C@H](CCC1)COC1=NC=CC=C1Cl)C1CN(CC1)CCOC)C(=O)OCC)=O ethyl 6-chloro-7-[(2R)-2-{[(3-chloropyridin-2-yl)oxy]methyl}-pyrrolidin-1-yl]-1-[1-(2-methoxyethyl)pyrrolidin-3-yl]-4-oxo-1,4-dihydroquinoline-3-carboxylate